FC(C1=NC=CC(=C1F)NC(=O)N1CC=2C(=NN3C2C(CC[C@](C3)(O)CC)(F)F)C[C@H]1C)F |o1:22| (3R,8R*)-N-(2-(Difluoromethyl)-3-fluoropyridin-4-yl)-8-ethyl-11,11-difluoro-8-hydroxy-3-methyl-3,4,8,9,10,11-hexahydro-1H-pyrido[4',3':3,4]pyrazolo[1,5-a]azepine-2(7H)-carboxamide